tert-Butyl 5-(4-butyryl-2-fluorophenyl)hexahydropyrrolo[3,4-c]pyrrole-2(1H)-carboxylate C(CCC)(=O)C1=CC(=C(C=C1)N1CC2C(C1)CN(C2)C(=O)OC(C)(C)C)F